tert-butyl 4-[4-[1-(2,6-dioxopiperidin-3-yl)-3-methyl-2-oxo-1,3-benzodiazol-4-yl]butyl]piperidine-1-carboxylate O=C1NC(CCC1N1C(N(C2=C1C=CC=C2CCCCC2CCN(CC2)C(=O)OC(C)(C)C)C)=O)=O